N1(N=CC2=NC3=C(C=C21)C=CN3)C3=C(C(=O)O)C=CC=C3 2-(pyrazolo[4,3-b]Pyrrolo[3,2-e]Pyridine-1(5H)-yl)benzoic acid